3-((2-Hydroxyethyl)thio)-6-methylphenazin-1-ol OCCSC=1C=C(C2=NC3=CC=CC(=C3N=C2C1)C)O